C(=C)C1CC(C1)S(=O)(=O)N (1R,3R)-3-VINYLCYCLOBUTANE-1-SULFONAMIDE